1-Ethoxy-3,3,3-trifluoropropene C(C)OC=CC(F)(F)F